C(CCCC)C=1C=C2C(=CC(=NC2=CC1)OCC(=O)O)C1=CC=CC=C1 2-[(6-pentyl-4-phenylquinolin-2-yl)oxy]acetic acid